C1(CC1)[C@@H](C)NC1=NN2C(C=N1)=C(C=C2)C2=CC=C1C(=N2)N(C(=N1)C)CC(F)F (R)-N-(1-cyclopropylethyl)-5-(3-(2,2-difluoroethyl)-2-methyl-3H-imidazo[4,5-b]pyridin-5-yl)pyrrolo[2,1-f][1,2,4]triazin-2-amine